(3-(((5-(1H-imidazol-1-yl)pyrazin-2-yl)oxy)methyl)bicyclo[1.1.1]pentan-1-yl)(5-(2,5-difluoro-4-methylphenyl)-4,5-dihydro-1H-pyrazol-1-yl)methanone N1(C=NC=C1)C=1N=CC(=NC1)OCC12CC(C1)(C2)C(=O)N2N=CCC2C2=C(C=C(C(=C2)F)C)F